CC1COCOC1 3-methyl-[1,5]dioxane